ClC=1C=C(C=CC1C1CC1)C=1C=C2CCC(C2=CC1)N1CC(C1)C(=O)OC methyl 1-(5-(3-chloro-4-cyclopropylphenyl)-2,3-dihydro-1H-inden-1-yl)-azetidine-3-carboxylate